[N+](=O)([O-])C=1C=C(C=CC1)/C=C/C(=O)N1C(C(CCC1)[Se]C1=CC=CC=C1)=O (E)-1-(3-(3-nitrophenyl)acryloyl)-3-(phenylselenyl)piperidin-2-one